4,5,7-Trimethyl-7H-tetrazolo[1,5-a]pyrimidine-6-carboxylic acid CN1C=2N(C(C(=C1C)C(=O)O)C)N=NN2